1-bromo-3,4-dichlorobenzene BrC1=CC(=C(C=C1)Cl)Cl